FC1=C(C(=O)N([C@H]2CNCCC2)C2=NC=CC3=CC=CC(=C23)C)C=CC(=C1)NC1=NC=CC(=N1)\C=C\CO (R,E)-2-fluoro-4-((4-(3-hydroxyprop-1-en-1-yl)pyrimidin-2-yl)amino)-N-(8-methylisoquinolin-1-yl)-N-(piperidin-3-yl)benzamide